FC1=C2CN(C(C2=CC=C1N1CCN(CC1)CC1CCNCC1)=O)C1C(NC(CC1)=O)=O 3-[4-fluoro-1-oxo-5-[4-(4-piperidylmethyl)piperazin-1-yl]isoindolin-2-yl]piperidine-2,6-dione